C(C1=CC=CC=C1)NC(C(N1CCN(CC1)C)C1=CC=C(C=C1)C#N)=O N-benzyl-2-(4-cyanophenyl)-2-(4-methylpiperazin-1-yl)acetamide